(4-amino-1-methyl-1H-pyrazolo[4,3-c]quinolin-8-yl)(2-(benzo[d]thiazol-5-yl)-4-(difluoromethylene)piperidin-1-yl)methanone NC1=NC=2C=CC(=CC2C2=C1C=NN2C)C(=O)N2C(CC(CC2)=C(F)F)C=2C=CC1=C(N=CS1)C2